CN1C(N(C2=C1N=NC=1C=CC(=CC21)C=2C=CC(=NC2)[C@@H](C)OCCN2CCC(CC2)C#N)C2CCOCC2)=O (R)-1-(2-(1-(5-(3-methyl-2-oxo-1-(tetrahydro-2H-pyran-4-yl)-2,3-dihydro-1H-imidazo[4,5-c]cinnolin-8-yl)pyridin-2-yl)ethoxy)ethyl)piperidine-4-carbonitrile